C(=O)(OC(C)(C)C)C(CCCC)(N)N mono-Boc-pentanediamine